sodium cobalt nickel manganese oxide [O-2].[Mn+2].[Ni+2].[Co+2].[Na+]